C(#N)C1=CC(=C(C=C1)[C@H](C)NC(CN1C(NC2=CC(=CC(=C2C1)F)C#N)=O)=O)F N-[(1S)-1-(4-Cyano-2-fluorophenyl)ethyl]-2-(7-cyano-5-fluoro-2-oxo-1,4-dihydroquinazolin-3-yl)acetamide